(2R,7R,8aS)-2-(2,3-dichloro-6-hydroxyphenyl)-7-(piperazin-1-yl)-hexahydro-1H-indolizin-5-one ClC1=C(C(=CC=C1Cl)O)[C@H]1C[C@H]2C[C@H](CC(N2C1)=O)N1CCNCC1